1-(2,6-diazaspiro[3.3]heptan-2-yl)prop-2-en-1-one C1N(CC12CNC2)C(C=C)=O